1-oxo-6-(5-(trifluoromethyl)-1H-pyrazol-4-yl)isoquinolin O=C1NC=CC2=CC(=CC=C12)C=1C=NNC1C(F)(F)F